O=C[C@H](O)[C@H](O)[C@@H](O)[C@@H](O)[C@H](O)CO D-Glycero-L-Mannoheptose